1-((1r,2r)-2-hydroxy-4,4-dimethyl-1,2,3,4-tetrahydronaphthalen-1-yl)-3-(2-phenylpyridin-3-yl)urea O[C@H]1[C@@H](C2=CC=CC=C2C(C1)(C)C)NC(=O)NC=1C(=NC=CC1)C1=CC=CC=C1